N[C@H]1CO[C@H]2[C@@H]1OC[C@@H]2NC(OC(C)(C)C)=O tert-butyl ((3S,3aR,6S,6aR)-6-aminohexahydrofuro[3,2-b]furan-3-yl)carbamate